The molecule is an organic triphosphate formed by condensation between the gamma-phospho group of inosine 5'-triphosphate and ethanol. It derives from an ethanol and an ITP. CCOP(=O)(O)OP(=O)(O)OP(=O)(O)OC[C@@H]1[C@H]([C@H]([C@@H](O1)N2C=NC3=C2N=CNC3=O)O)O